1,3-bis({[1-(6-chloropyridin-3-yl)-1H-1,2,4-triazol-5-yl]methyl})urea ClC1=CC=C(C=N1)N1N=CN=C1CNC(=O)NCC1=NC=NN1C=1C=NC(=CC1)Cl